S(=O)(=O)(O)CCCC(C(C(=O)O)=C)(C(=O)O)CCCS(=O)(=O)O bis(3-sulfopropyl)2-methylenesuccinic acid